C(C1=CC=CC=C1)OC([C@@H](CC1=CC=C(C=C1)Br)O)=O (2R)-3-(4-bromophenyl)-2-hydroxypropionic acid benzyl ester